3-(4-(1-(4-(4-((4-(((R)-1-(3-bromophenyl)ethyl)amino)-6-methoxy-2-methyl-quinazolin-7-yl)oxy)piperidin-1-yl)butyl)piperidin-4-yl)-6-fluoro-1-oxoisoindolin-2-yl)-piperidine-2,6-dione BrC=1C=C(C=CC1)[C@@H](C)NC1=NC(=NC2=CC(=C(C=C12)OC)OC1CCN(CC1)CCCCN1CCC(CC1)C1=C2CN(C(C2=CC(=C1)F)=O)C1C(NC(CC1)=O)=O)C